C(CCCCCCC)C1=CC2=C(C3=C(S2)C2=C(S3)C=CC=C2)C=C1 7-octyl-[1]benzothieno[3,2-b]benzothiophene